2-amino-6-((3-aminopropyl)amino)hexanoic acid dihydrochloride Cl.Cl.NC(C(=O)O)CCCCNCCCN